N1(CCC1)C(=O)C=1NC2=C(C=CC(=C2C1)Cl)F 2-(azetidine-1-carbonyl)-4-chloro-7-fluoro-1H-indol